6-(1,2,3,6-tetrahydropyridin-4-yl)pyrimido[5,4-d][1,3]Diazine-4-amine hydrochloride Cl.N1CCC(=CC1)C=1N=CC=2N=CN=C(C2N1)N